3-(2-methoxymethoxy-5-methoxy-phenyl)-3-phenyl-acrylic acid COCOC1=C(C=C(C=C1)OC)C(=CC(=O)O)C1=CC=CC=C1